6-chloro-3-[(2,4-dimethoxyphenyl)-hydroxy-methylene]-5-[4-[1-(hydroxymethyl)cyclopropyl]phenyl]indolin-2-one ClC1=C(C=C2C(C(NC2=C1)=O)=C(O)C1=C(C=C(C=C1)OC)OC)C1=CC=C(C=C1)C1(CC1)CO